2,6-hexanediol diacrylate C(C=C)(=O)OC(C)CCCCOC(C=C)=O